(Z)-3-n-butenyl-phthalide C(=C/CC)/C1OC(=O)C2=CC=CC=C12